O.[Cl-].C[N+](C=CC)(C)C N,N,N-trimethyl-1-propenaminium chloride monohydrate